C(C)OC(=O)C=1C=NN(C1C)C1=CC=C(C=C1)C=CC1=CC(=CC(=C1)OC)OC 1-(4-(3,5-dimethoxystyryl)phenyl)-5-methyl-1H-pyrazole-4-carboxylic acid ethyl ester